2-fluoro-6-(4,4,5,5-tetramethyl-1,3,2-dioxaborol-2-yl)aniline FC1=C(N)C(=CC=C1)B1OC(C(O1)(C)C)(C)C